2-azido-(1,3-dimethyl-3,4,5,6-tetrahydropyrimidinium) hexafluorophosphate F[P-](F)(F)(F)(F)F.N(=[N+]=[N-])C1=[N+](CCCN1C)C